COC1=CC=C2C3=C(N(C2=C1)CCNC)C(=NC=C3)C 2-(7-Methoxy-1-methyl-9H-pyrido[3,4-b]indol-9-yl)-N-methylethylamine